1-({(5S,7S)-2-oxo-3-[(5-phenyl-3-pyridinyl)methyl]-1-oxa-3-azaspiro[4.5]dec-7-yl}methyl)-1H-benzimidazole O=C1O[C@]2(CN1CC=1C=NC=C(C1)C1=CC=CC=C1)C[C@H](CCC2)CN2C=NC1=C2C=CC=C1